N-([1,1'-biphenyl]-4-yl)-N-(4-chlorophenyl)dibenzo[b,d]furan-4-amine C1(=CC=C(C=C1)N(C1=CC=CC2=C1OC1=C2C=CC=C1)C1=CC=C(C=C1)Cl)C1=CC=CC=C1